BrC1=NC=C(N=C1)N1CCC(CC1)C(OC)OC 2-bromo-5-(4-(dimethoxymethyl)piperidin-1-yl)pyrazine